(2S,5S)-2-Isopropyl-3,6-dimethoxy-5-((trimethylsilyl)methyl)-2,5-dihydropyrazine C(C)(C)[C@@H]1N=C([C@H](N=C1OC)C[Si](C)(C)C)OC